6,7,8,9-tetrahydrobenzo-1,8-naphthyridine N1=CC=CC2=CC3=C(N=C12)CCCC3